C(CC)(=O)OCC(C=O)(C)C (2,2-dimethyl-3-oxo-propyl) propionate